CC=1C2=C(NC(C1C1=NN([C@@H](C1)C1=CC=C(C=C1)C)C(CC)=O)=O)SC=C2 (S)-4-methyl-5-(1-propionyl-5-(p-tolyl)-4,5-dihydro-1H-pyrazol-3-yl)thieno[2,3-b]pyridin-6(7H)-one